N-methyl-7,8-dihydro-5H-pyrano[4,3-d]pyrimidin-4-amine CNC=1C2=C(N=CN1)CCOC2